C1(CC1)C1(CN(CCOC1)C=1C2=C(N=C(N1)OC[C@]13CCCN3C[C@@H](C1)F)C(=C(N=C2)C2=CC(=CC1=CC=C(C(=C21)CC)F)O)F)O 6-Cyclopropyl-4-(7-(8-ethyl-7-fluoro-3-hydroxynaphthalen-1-yl)-8-fluoro-2-(((2R,7aS)-2-fluorotetrahydro-1H-pyrrolizin-7a(5H)-yl)methoxy)pyrido[4,3-d]pyrimidin-4-yl)-1,4-oxazepan-6-ol